(1S,2S)-2-((6-(5-(((4-isopropoxypyrimidin-2-yl)amino)methyl)-1-methyl-1H-pyrazol-4-yl)-2-methylpyridin-3-yl)carbamoyl)cyclohexane-1-carboxylic acid C(C)(C)OC1=NC(=NC=C1)NCC1=C(C=NN1C)C1=CC=C(C(=N1)C)NC(=O)[C@@H]1[C@H](CCCC1)C(=O)O